4-(6-(4-aminopiperidin-1-yl)-3-(2,3-difluoro-4-methoxyphenyl)-4-hydroxy-pyridin-2-yl)-2-fluorobenzonitrile NC1CCN(CC1)C1=CC(=C(C(=N1)C1=CC(=C(C#N)C=C1)F)C1=C(C(=C(C=C1)OC)F)F)O